xylyl dithiophosphate P(=S)(SC1=C(C(=CC=C1)C)C)([O-])[O-]